BrC1=C(N(C=2C1=NC=1CN(CCC1C2)C(=O)[O-])C(=O)[O-])C2=CC(=NC(=C2)C)C 3-bromo-2-(2,6-dimethylpyridin-4-yl)-7,8-dihydro-1H-pyrrolo[3,2-b][1,7]naphthyridine-1,6(5H)-dicarboxylate